OC1=C(C=CC(=C1)C(F)(F)F)C=1C2=C(C(=NN1)N[C@H]1CN(CCC1)CC(=O)O)COC2 [(3R)-3-({4-[2-hydroxy-4-(trifluoromethyl)phenyl]-5H,7H-furo[3,4-d]pyridazin-1-yl}amino)piperidin-1-yl]acetic acid